OC1CN(C1)C=1C=CC(=C(C(=O)N[C@H](C)C2=CC(=CC(=C2)C=2C=NN(C2)C)OC)C1)C 5-(3-hydroxyazetidin-1-yl)-N-[(1R)-1-[3-methoxy-5-(1-methylpyrazol-4-yl)phenyl]ethyl]-2-methyl-benzamide